1-butyl-5-chloro-3-hydroxy-3-(2-(naphthalen-2-yl)-2-oxoethyl)indolin-2-one C(CCC)N1C(C(C2=CC(=CC=C12)Cl)(CC(=O)C1=CC2=CC=CC=C2C=C1)O)=O